BrC=1C(=CC=C2C(=CNC12)C1=NC(=NC=C1C(F)(F)F)N[C@H]1C2(CN(C2)C(=O)OC(C)(C)C)CC1)C#N tert-Butyl (R)-5-((4-(7-Bromo-6-cyano-1H-indol-3-yl)-5-(trifluoromethyl)pyrimidin-2-yl)amino)-2-Azaspiro[3.3]heptane-2-carboxylate